2,8,9-trimethyl-7-(3-(pyrazin-2-yl)-7,8-dihydro-1,6-naphthyridin-6(5H)-yl)-4H-pyrimido[1,2-b]pyridazin-4-one CC=1N=C2N(N=C(C(=C2C)C)N2CC=3C=C(C=NC3CC2)C2=NC=CN=C2)C(C1)=O